CC(C(=O)OCC(COC1=CC(=C(C=C1)C1=NC(=NC(=N1)C1=C(C=C(C=C1)CCCCCCCCCCCCCCC)O)C1=C(C=C(C=C1)CCCCCCCCCCCCCCC)O)O)O)=C [3-[4-[4,6-bis(2-hydroxy-4-pentadecyl-phenyl)-1,3,5-triazin-2-yl]-3-hydroxy-phenoxy]-2-hydroxy-propyl] 2-methylprop-2-enoate